chloro-3-hydroxy-2'-methyl-2-naphthanilide ClC1=C(C(=CC2=CC=CC=C12)O)C(=O)NC1=C(C=CC=C1)C